FC1(CC(N(CC1)C(=O)OC(C)(C)C)(C)C)C(=O)OC 1-(tert-butyl) 4-methyl 4-fluoro-2,2-dimethylpiperidine-1,4-dicarboxylate